4-[(1R)-1-Aminoethyl]-N-4-pyridinylcyclohexanecarboxamide N[C@H](C)C1CCC(CC1)C(=O)NC1=CC=NC=C1